C1=CC=CCCCCC1 1,3-cyclononadiene